FC=1C=CC(=NC1)NC(CN1C=2N(C(C3=C1C(N(C3)C(C)C)=O)=O)N=C(C2)[C@H]2CN(CC2)S(=O)(=O)C)=O N-(5-fluoropyridin-2-yl)-2-{2-[(3R)-1-(methylsulfonyl)pyrrolidin-3-yl]-5,8-dioxo-6-(propan-2-yl)-5,6,7,8-tetrahydro-4H-pyrazolo[1,5-a]pyrrolo[3,4-d]pyrimidin-4-yl}acetamide